(S)-alpha-phenylethyl alcohol C1(=CC=CC=C1)[C@H](C)O